FC=1C=C(C=C(C1)F)[C@@H]1CC[C@H]2OC3(C(N21)=O)CCN(CC3)C(=O)C3=CC(=CC=C3)N3C(CCC3)=O (5'S,7a'R)-5'-(3,5-difluorophenyl)-1-[3-(2-oxopyrrolidin-1-yl)benzene-1-carbonyl]tetrahydro-3'H-spiro[piperidine-4,2'-pyrrolo[2,1-b][1,3]-oxazol]-3'-one